2-[(3-aminopropyl)(2-hydroxyethyl)amino]ethan-1-ol NCCCN(CCO)CCO